3-[(4R)-4-[2-[5-[[4-(difluoromethyl)-6,7-difluoro-1H-indol-5-yl]oxy]-2-fluoro-phenyl]-1H-imidazol-4-yl]-4-methyl-chroman-8-yl]propanoic acid FC(C1=C2C=CNC2=C(C(=C1OC=1C=CC(=C(C1)C=1NC=C(N1)[C@@]1(CCOC2=C(C=CC=C12)CCC(=O)O)C)F)F)F)F